9-fluoro-2-methylpyrazolo[1,5-a]quinoxaline-4(5H)-one FC=1C=CC=C2NC(C=3N(C12)N=C(C3)C)=O